Boc-L-glutamic acid C(=O)(OC(C)(C)C)N[C@@H](CCC(=O)O)C(=O)O